2-((6aS)-8-(azepan-4-ylmethyl)-6,6a,7,8,9,10-hexahydro-5H-pyrazino[1',2':4,5]pyrazino[2,3-c]pyridazin-2-yl)phenol N1CCC(CCC1)CN1C[C@H]2N(C=3C(=NN=C(C3)C3=C(C=CC=C3)O)NC2)CC1